CC1=CC(=C(C(=C1)O)C)O beta-orcinol